(Z)-Ethyl (3-phenylthiazol-2(3H)-ylidene)carbamate C1(=CC=CC=C1)N1/C(/SC=C1)=N/C(OCC)=O